ClC=1C=C2C(=C(C=NC2=CC1)C=1CCOCC1)NC1=C(C(=O)OC)C=C(C=C1)C methyl 2-[[6-chloro-3-(3,6-dihydro-2H-pyran-4-yl)-4-quinolyl]amino]-5-methyl-benzoate